CC1=CC=C(C=C1)S(=O)(=O)OC1=C(C=C(C=C1)C1=C(C=CC(=C1)CC=C)O)CC=C 3,5'-diallyl-2'-hydroxy-[1,1'-biphenyl]-4-yl 4-methylbenzenesulfonate